NC=1C2=C(N=CN1)C(=CN2C2=CC=C(C(=O)NC1=NC=CC(=C1)C(F)(F)F)C=C2)Br 4-(4-amino-7-bromo-5H-pyrrolo[3,2-d]pyrimidin-5-yl)-N-(4-(trifluoromethyl)pyridin-2-yl)benzamide